dimethylaminomethyltrimethoxysilane CN(C)C[Si](OC)(OC)OC